FC(S(=O)(=O)OC1=CC(=NC2=C(N=CC=C12)C1=CC=NN1C1OCCCC1)N1CCOCC1)(F)F 2-(morpholin-4-yl)-8-[1-(tetrahydro-2H-pyran-2-yl)-1H-pyrazol-5-yl]-1,7-naphthyridin-4-yl trifluoromethanesulfonate